BrC1=C(C=CC(=C1)F)C1N=C(NC(=C1C(=O)OC)C1CCN(CC1)S(=O)(=O)[C@@H]1C[C@H](C1)C(=O)OC(C)(C)C)C=1SC=CN1 (trans)-Methyl 4-(2-bromo-4-fluorophenyl)-6-(1-((3-(tert-butoxycarbonyl)cyclobutyl)sulfonyl)piperidin-4-yl)-2-(thiazol-2-yl)-1,4-dihydropyrimidine-5-carboxylate